BrC1=C(C=CC=C1)NC1=NC(=NC=C1C(=O)N)NC1=CC=C(C=C1)C1(CC1)C#N 4-[(2-bromophenyl)amino]-2-{[4-(1-cyanocyclopropyl)phenyl]amino}pyrimidine-5-carboxamide